CC(=O)C1=CC2=CC=CC=C2C=C1 Methyl-β-naphthylketone